5-chloro-N-(4-(4-(4-(dimethylamino)butoxy)-3-methyl-1H-pyrazolo[3,4-d]pyrimidin-6-yl)phenyl)-2-fluorobenzenesulfonamide ClC=1C=CC(=C(C1)S(=O)(=O)NC1=CC=C(C=C1)C1=NC(=C2C(=N1)NN=C2C)OCCCCN(C)C)F